ON=C(N)C1CC2=CC=CC=C2C1 N'-hydroxy-2,3-dihydro-1H-indene-2-carboxamidine